N,N-diisopropyl-4-vinyl-benzylamine C(C)(C)N(C(C)C)CC1=CC=C(C=C1)C=C